C(C)C1(COC1)COCCCCCC 3-ethyl-3-(hexyloxymethyl)oxetane